Ethyl (E)-4-({4-[3-chloro-10-(3-hydroxypropyl)-11-oxo-10,11-dihydro-5H-dibenzo[b,e][1,4]diazepin-5-yl]butyl}amino)but-2-enoate ClC=1C=CC2=C(N(C3=C(N(C2=O)CCCO)C=CC=C3)CCCCNC/C=C/C(=O)OCC)C1